4-Bromo-5-(difluoromethyl)thiazole BrC=1N=CSC1C(F)F